C(C)SC1=NC(=NC(=N1)NC(C)C)NC(C)C 6-(ethylthio)-N,N'-bis(1-methylethyl)-1,3,5-triazine-2,4-diamine